FC=1C=C2C(=NC1NC=1C=CC=C3C=CNC13)NN=C2N 5-fluoro-N6-(1H-indol-7-yl)-1H-pyrazolo[3,4-b]pyridine-3,6-diamine